cis-tert-butyl 1-benzyl-3,3-difluorohexahydropyrrolo[3,4-b]pyrrole-5(1H)-carboxylate C(C1=CC=CC=C1)N1[C@@H]2[C@H](C(C1)(F)F)CN(C2)C(=O)OC(C)(C)C